FC(C=1OC2=C(C1)C=CC=C2)F 2-(difluoromethyl)benzofuran